4-chloro-2-(4-(1-methyl-2-(1-(pyrrolidin-1-yl)ethyl)-1H-imidazol-5-yl)phenoxy)benzaldehyde ClC1=CC(=C(C=O)C=C1)OC1=CC=C(C=C1)C1=CN=C(N1C)C(C)N1CCCC1